CC(CCC)(C(COC)COC)C 2-dimethylbutyl-1,3-dimethoxypropane